12-methyl-8,13-dihydropyrido[2'',3'':4',5']pyrimido[1',2':1,2]pyrido[3,4-b]indol-5(7H)-one CC=1C=CC=C2C3=C(NC12)C=1N(CC3)C(C3=C(N1)N=CC=C3)=O